2,2,2-trifluoro-1-[4-methylcarbonyloxyphenyl]-ethanone oxime FC(C(=NO)C1=CC=C(C=C1)OC(=O)C)(F)F